C(C)(C)(C)OC(=O)N1C(CCC1)(C(=O)O)C (tert-butoxycarbonyl)-2-methylpyrrolidine-2-carboxylic acid